1-cyano-4'-n-heptylbiphenyl C(#N)C1(CC=CC=C1)C1=CC=C(C=C1)CCCCCCC